ClC=1C=C(C=CC1)C1=CC=C(S1)CC(=O)NCCN1CCOCC1 2-(5-(3-Chlorophenyl)thiophen-2-yl)-N-(2-morpholinoethyl)acetamid